2-(4-fluorophenyl)ethylamine hydroiodide salt I.FC1=CC=C(C=C1)CCN